1-(2-(4-(4-methyl-6-(methylthio)pyridin-3-yl)-1H-imidazol-2-yl)piperidin-1-yl)-2-(methylthio)propan-1-one CC1=C(C=NC(=C1)SC)C=1N=C(NC1)C1N(CCCC1)C(C(C)SC)=O